10-hydroxydecyl acetate C(C)(=O)OCCCCCCCCCCO